(5S,7S)-2-[difluoro-(rac-(1R,2R)-2-fluorocyclopropyl)methyl]-7-fluoro-5-phenyl-6,7-dihydro-5H-pyrrolo[1,2-b][1,2,4]triazole FC(C=1N=C2N(N1)[C@@H](C[C@@H]2F)C2=CC=CC=C2)([C@H]2[C@@H](C2)F)F |&1:17,18|